C(OCC)(OCCF)=O ethyl (2-fluoroethyl) carbonate